(1S,2R)-2-(Toluene-4-sulfonyl)-cyclopentanecarboxylic acid ((1S*,3R*)-3-cyano-cyclopentyl)-(4-methyl-benzyl)-amide C(#N)[C@H]1C[C@H](CC1)N(C(=O)[C@H]1[C@@H](CCC1)S(=O)(=O)C1=CC=C(C)C=C1)CC1=CC=C(C=C1)C |o1:2,4|